OCCN(CCCN)CCO N,N-di(2-hydroxyethyl)-1,3-propanediamine